C1(=CC=CC=C1)CC(=O)N[C@H](C1=C(C=CC=C1)Cl)C(=O)O (R)-N-phenylacetyl-o-chlorophenylglycine